CSC1=CC=C(C=C1)C(C(CC)=NO)=O 1-(4-methylsulfanylphenyl)butane-1,2-dione-2-oxime